C(C)(=O)C1=C(OCCNC(C2=CN=CC=C2)=O)C=C(C=C1)OC N-(2-(2-acetyl-5-methoxyphenoxy)ethyl)nicotinamide